COC1=NC(=CC=C1B(O)O)C (2-Methoxy-6-methylpyridin-3-yl)boronic acid